1,3-bis(glycidyloxy)benzene C(C1CO1)OC1=CC(=CC=C1)OCC1CO1